ethyl 4-cyclopropyl-2,4-dioxo-butanoate C1(CC1)C(CC(C(=O)OCC)=O)=O